2-Cyclopent-2-enyl-N-(2-methyl-4-morpholin-4-yl-6-trifluoromethyl-phenyl)-acetamide C1(C=CCC1)CC(=O)NC1=C(C=C(C=C1C(F)(F)F)N1CCOCC1)C